tert-butyl N-(3-fluoro-4,5,6,7-tetrahydro-2-benzothiophen-5-yl)-N-methyl-carbamate FC=1SC=C2C1CC(CC2)N(C(OC(C)(C)C)=O)C